NC1=NC=C(C=N1)NC(=O)N[C@H](C(F)(F)F)C=1OC2=C(C1C)C=C(C=C2F)F (S)-1-(2-aminopyrimidin-5-yl)-3-(1-(5,7-difluoro-3-methylbenzofuran-2-yl)-2,2,2-trifluoroethyl)urea